CC1CCC(CC1)\N=C\1/OC(C(=C1CC(=O)OCC)CC=1C=NC=CC1)=O Ethyl (Z)-2-(2-((4-methylcyclohexyl)imino)-5-oxo-4-(pyridin-3-ylmethyl)-2,5-dihydrofuran-3-yl)acetate